C(C)(C)(C)NC(NC1=CC2=C(N(C([C@H](O2)C)=O)[C@@H](C)C2=NC(=NC=C2)C(F)(F)F)C=C1)=O 3-tert-butyl-1-[(2R)-2-methyl-3-oxo-4-[(1S)-1-[2-(trifluoromethyl)pyrimidin-4-yl]ethyl]-2H-1,4-benzoxazin-7-yl]urea